N-{3-[8-bromo-3-(2,2,2-trifluoroethyl)imidazo[1,2-a]pyridin-2-yl]prop-2-yn-1-yl}-2-methoxy-4-(pyrrolidine-1-carbonyl)aniline BrC=1C=2N(C=CC1)C(=C(N2)C#CCNC2=C(C=C(C=C2)C(=O)N2CCCC2)OC)CC(F)(F)F